NC=1C(=CC2=C(OC=3C(=NC=CC3)O2)C1)C(=O)OC methyl 7-aminobenzo[5,6][1,4]dioxino[2,3-b]pyridine-8-carboxylate